8-chloro-3,4-dihydro-2H-chromen-4-one ClC=1C=CC=C2C(CCOC12)=O